(2S)-2-[9H-fluoren-9-ylmethoxycarbonyl-(methyl)amino]-3-(2-fluorophenyl)propionic acid C1=CC=CC=2C3=CC=CC=C3C(C12)COC(=O)N([C@H](C(=O)O)CC1=C(C=CC=C1)F)C